(Z)-2-(2-fluorobenzylidene)-6-hydroxybenzofuran-3(2H)-one FC1=C(\C=C\2/OC3=C(C2=O)C=CC(=C3)O)C=CC=C1